(1s,4s)-4-((2-chloro-5-((1-(trifluoromethyl)-1H-pyrazol-4-yl)ethynyl)pyridin-4-yl)amino)cyclohexan-1-ol ClC1=NC=C(C(=C1)NC1CCC(CC1)O)C#CC=1C=NN(C1)C(F)(F)F